(pyridazin-4-yl)benzonitrile N1=NC=C(C=C1)C1=C(C#N)C=CC=C1